C[C@@H]1N(CCCNC1)S(=O)(=O)C1=C2C(=CN=CC2=CC=C1)C (2S)-2-methyl-1-[(4-methyl-5-isoquinolyl)sulfonyl]hexahydro-1H-1,4-diazepin